Trans-4-(cyclopropylmethoxy)cyclohexan-1-amine C1(CC1)CO[C@@H]1CC[C@H](CC1)N